ClCC1=NN=C(O1)C1=CC=C(N=N1)C1CN(CC1)C(=O)OC(C)(C)C 2-methylpropan-2-yl 3-{6-[5-(chloromethyl)-1,3,4-oxadiazol-2-yl]-1,2-diazin-3-yl}tetrahydropyrrole-1-carboxylate